bis(isopropyl) 2-(4-hydroxy-3-methoxybenzylidene)-malonate OC1=C(C=C(C=C(C(=O)OC(C)C)C(=O)OC(C)C)C=C1)OC